C(C1=CC=CC=C1)OC=1C=CC(=C(C1)C(=O)N1CC2(C1)CC(C2)N2N=C(C=C2C(F)(F)F)C=2C=NC(=CC2)OCC2=CC=CC=C2)F (5-(benzyloxy)-2-fluorophenyl)(6-(3-(6-(benzyloxy)pyridin-3-yl)-5-(trifluoromethyl)-1H-pyrazol-1-yl)-2-azaspiro[3.3]heptan-2-yl)methanone